3-(2-methylpyrazol-3-yl)oxypropane-1-ol CN1N=CC=C1OCCCO